(S)-5-(2-methoxypropoxy)picolinaldehyde CO[C@H](COC=1C=CC(=NC1)C=O)C